1-methyl-6-[(2S)-2-methylpiperazin-1-yl]indole CN1C=CC2=CC=C(C=C12)N1[C@H](CNCC1)C